tert-Butyl 4-methylhexahydropyrrolo[3,2-b]pyrrole-1(2H)-carboxylate CN1CCC2N(CCC21)C(=O)OC(C)(C)C